C(=O)(O)CCCC(=O)NCCC[Si](OCC)(OCC)C N-carboxybutanoyl-γ-aminopropylmethyldiethoxysilane